C(=O)(O)CCC1=C(N(C2=C(C(=CC=C12)Cl)C=1C(=NN(C1C)C)COCC1=CC=C(C=C1)OC)C)C(=O)O 3-(2-carboxyethyl)-6-chloro-7-(3-(((4-methoxybenzyl)oxy)methyl)-1,5-dimethyl-1H-pyrazol-4-yl)-1-methyl-1H-indole-2-carboxylic acid